NC1=C(C(=O)C2=C(C=CC=C2)Cl)C=C(C=C1)Cl 2-amino-5-chloro-2'-chlorobenzophenone